3,5-Dimethylisoxazole CC1=NOC(=C1)C